C1(CC1)C1=NN=C2N1C1=C(C=CC(=C1NC2(C)C)F)OC 1-Cyclopropyl-6-fluoro-9-methoxy-4,4-dimethyl-5H-[1,2,4]triazolo[4,3-a]quinoxalin